1-(5,5-Dimethyl-1-cyclohexen-1-yl)pent-4-en-1-on CC1(CCC=C(C1)C(CCC=C)=O)C